C(C)C(COC([C@@H](O)C)=O)CCCC 2-ethylhexyl-(S)-lactate